ClC1=NC=C2C(=N1)N(N=C2NC2=C(C=CC=C2C)C)C 6-chloro-N-(2,6-dimethyl-Phenyl)-1-methyl-1H-pyrazolo[3,4-d]pyrimidin-3-amine